ClC(C(=O)C1=CC=CC=C1)C(Cl)Cl 2,3,3-trichloro-1-phenylpropane-1-one